C(C)(C)(C)OC(N[C@H](C)C1=C(C=CC(=C1)F)OCCCC(C)NC1=C(C=NC2=CC=C(C=C12)Br)N)=O (R)-1-(2-(4-(3-amino-6-bromoquinolin-4-ylamino)pentyloxy)-5-fluorophenyl)ethylcarbamic acid tert-butyl ester